C(C)NC1=C(C(=CC(=N1)N1N=C(C=C1C(=O)OCC)C=1C=C(C=CC1)C)N1CCOCC1)[N+](=O)[O-] ethyl 1-(6-(ethylamino)-4-morpholino-5-nitropyridin-2-yl)-3-(m-tolyl)-1H-pyrazole-5-carboxylate